ethyl 3-{1-[2-(2-bromoethyl)-4-methoxybutyl]-4-methyl-1H-benzotriazol-5-yl}-3-{3-[(1R)-1-(6-hydroxy-2,2-dioxo-2H-1,2λ6,3-benzoxathiazin-3(4H)-yl)ethyl]-4-methylphenyl}propanoate BrCCC(CN1N=NC2=C1C=CC(=C2C)C(CC(=O)OCC)C2=CC(=C(C=C2)C)[C@@H](C)N2S(OC1=C(C2)C=C(C=C1)O)(=O)=O)CCOC